2-(4-bromo-1-methyl-1H-pyrazol-5-yl)-5-chloro-1-naphthonitrile BrC=1C=NN(C1C1=C(C2=CC=CC(=C2C=C1)Cl)C#N)C